C(CC=C)N(CCCS)CCC=C 3-[bis(but-3-enyl)amino]propane-1-thiol